N-((S)-(7-((R)-Cyclopropyl(2-(3,3-difluorocyclobutyl)acetamido)methyl)imidazo[1,2-a]pyrimidin-2-yl)(4,4-difluorocyclohexyl)methyl)-1-(cyclopropylmethyl)-1H-1,2,4-triazole-5-carboxamide C1(CC1)[C@H](C1=NC=2N(C=C1)C=C(N2)[C@@H](NC(=O)C2=NC=NN2CC2CC2)C2CCC(CC2)(F)F)NC(CC2CC(C2)(F)F)=O